3-((3-((2-((1-ethylazetidin-3-yl)oxy)ethoxy)methyl)bicyclo[1.1.1]pentan-1-yl)methoxy)cyclobutan-1-ol C(C)N1CC(C1)OCCOCC12CC(C1)(C2)COC2CC(C2)O